2-(benzoxazol-2-yl)aniline O1C(=NC2=C1C=CC=C2)C2=C(N)C=CC=C2